C(C)(C)(C)OC(NC=1C=NC(=CC1)C1=NN=C(N1C)COC1=CC(=CC=C1)C(C)C)=O N-[6-[5-[(3-isopropylphenoxy)methyl]-4-methyl-1,2,4-triazol-3-yl]-3-pyridinyl]carbamic acid tert-butyl ester